(2R,3R)-2,3-DIMETHYLPENT-4-EN-1-OL C[C@@H](CO)[C@@H](C=C)C